6-(2,6-dimethylpyridin-4-yl)-2,3,4,9-tetrahydro-1H-carbazol-1-one CC1=NC(=CC(=C1)C=1C=C2C=3CCCC(C3NC2=CC1)=O)C